C(C)(=O)C=1C=CC(=C(C1)CSC1=NC2=C(N1CC(=O)O)C=CC(=C2)F)OC 2-[2-[(5-acetyl-2-methoxy-phenyl)methylsulfanyl]-5-fluoro-benzimidazol-1-yl]acetic acid